GLYCIDYL-TRIETHYLENE GLYCOL MONOMETHYL ETHER COC(COCCOCCO)CC1CO1